C(C1=CC=CC=C1)N(C1CCC(CC1)(C(F)(F)F)OCC)CC1=CC=CC=C1 (1r,4r)-N,N-dibenzyl-4-ethoxy-4-(trifluoromethyl)cyclohexan-1-amine